FC=1C=C(C=C(C1F)F)[C@H]1[C@@H](CNCC1)NC(=O)C1=CC2=C(C=3N(CCO2)N=CC3)C=C1 N-((3S,4S)-4-(3,4,5-trifluorophenyl)piperidin-3-yl)-5,6-dihydrobenzo[f]pyrazolo[1,5-d][1,4]oxazepin-9-carboxamide